IC=1C(=NN2C1CN(CC2)CCS(=O)(=O)C)CO [3-iodo-5-(2-methylsulfonylethyl)-6,7-dihydro-4H-pyrazolo[1,5-a]pyrazin-2-yl]methanol